C(#N)N1C2CCC(C1)[C@H]2NC(=O)C2=NNC(=C2)C2=C(C=NC=C2)SC2=CC=C(C=C2)F N-((7R)-2-Cyano-2-azabicyclo[2.2.1]heptan-7-yl)-5-(3-((4-fluorophenyl)thio)pyridin-4-yl)-1H-pyrazol-3-carboxamid